Cl.N1CCC(CC1)N1N=CC(=C1)NC1=NC=C(C(=N1)C1=CC=C(C(=O)OC)C=C1)C(F)(F)F Methyl 4-(2-((1-(piperidin-4-yl)-1H-pyrazol-4-yl)amino)-5-(trifluoromethyl)pyrimidin-4-yl)benzoate Hydrochloride